behenyl isostearate C(CCCCCCCCCCCCCCC(C)C)(=O)OCCCCCCCCCCCCCCCCCCCCCC